The molecule is a 2-[(ethanesulfonyl)amino]-5-fluoro-4-[4-methyl-5-oxo-3-(trifluoromethyl)-4,5-dihydro-1H-1,2,4-triazol-1-yl]benzene-1-carbothioamide that has (S)-configuration. It has a role as a fungicide. It is an enantiomer of a (R)-fluoxapiprolin. CS(=O)(=O)OC1=C(C(=CC=C1)Cl)[C@@H]2CC(=NO2)C3=CSC(=N3)C4CCN(CC4)C(=O)CN5C(=CC(=N5)C(F)F)C(F)F